methyl 2-{3-[(4-{4-[3-(2-hydroxyphenyl)-5-methylthieno[2,3-c]pyridazin-6-yl]piperidin-1-yl}pyrimidin-2-yl)oxy]-1,2-oxazol-5-yl}-3-methylbutanoate OC1=C(C=CC=C1)C1=CC2=C(N=N1)SC(=C2C)C2CCN(CC2)C2=NC(=NC=C2)OC2=NOC(=C2)C(C(=O)OC)C(C)C